2-hydroxy-4-(5,6,7-trihydroxy-4-oxo-4H-chromen-2-yl)phenolate OC1=C(C=CC(=C1)C=1OC2=CC(=C(C(=C2C(C1)=O)O)O)O)[O-]